FC1=C(CNC(=O)C2CCN(CC2)CCC2=CC=CC=C2)C=CC(=C1C=1NC(C=C(N1)C(F)(F)F)=O)C(F)(F)F N-{2-fluoro-3-[6-oxo-4-(trifluoromethyl)-1,6-dihydropyrimidin-2-yl]-4-(trifluoromethyl)benzyl}-1-phenethylpiperidine-4-carboxamide